N-[2-trifluoromethyl-4-(1,1,1,2,3,3,3-heptafluoropropan-2-yl)-phenyl]-3-[N-(cyclopropylmethyl)-4-bromobenzamido]-2-fluorobenzamide FC(C1=C(C=CC(=C1)C(C(F)(F)F)(C(F)(F)F)F)NC(C1=C(C(=CC=C1)N(C(C1=CC=C(C=C1)Br)=O)CC1CC1)F)=O)(F)F